NC=1C(=NC=C(C1)S(=O)(=O)C1=C(C=CC=C1)OC(F)(F)F)C(=O)N1CC(C1)(F)F (3-amino-5-{[2-(trifluoromethoxy)phenyl]sulfonyl}pyridin-2-yl)(3,3-difluoroazetidin-1-yl)methanone